C(C)(C)(C)[C@@H]1CC=2C=C3C(=NC2CC1)SC(=C3)C(=O)N[C@H](CCO)C3=CC=C(C=C3)C3=CNC(C=C3)=O (S)-6-(tert-butyl)-N-((R)-3-hydroxy-1-(4-(6-oxo-1,6-dihydropyridin-3-yl)phenyl)propyl)-5,6,7,8-tetrahydrothieno[2,3-b]quinoline-2-carboxamide